COC(C(=O)C1=CNC2=CC=C(C(=C12)[N+](=O)[O-])OC)=O (5-methoxy-4-nitro-1H-indole-3-yl)-2-oxoacetic acid methyl ester